L-alanine-15N [15NH2][C@@H](C)C(=O)O